3-(3-chloro-4-fluorophenyl)-1-methyl-1-(1-(3-methyl-1-oxo-1,2-dihydroisoquinolin-4-yl)ethyl)urea ClC=1C=C(C=CC1F)NC(N(C(C)C1=C(NC(C2=CC=CC=C12)=O)C)C)=O